Methyl 2-[acetyl(2-naphthylmethyl)amino]-4,7-dihydro-5H-spiro[1-benzothiophene-6,2'-[1,3]dioxolane]-3-carboxylate C(C)(=O)N(C=1SC2=C(C1C(=O)OC)CCC1(OCCO1)C2)CC2=CC1=CC=CC=C1C=C2